Tert-butyl (8-(oxazole-2-carbonyl)-8-azabicyclo[3.2.1]octane-3-yl)carbamate O1C(=NC=C1)C(=O)N1C2CC(CC1CC2)NC(OC(C)(C)C)=O